N=1C=NN2C1C(=CC=C2)C2=CC(=NC=C2C(=O)OC)C methyl 4-((1,2,4)triazolo(1,5-a)pyridin-8-yl)-6-methylnicotinate